rac-(1R,2R,3S,4R,5S)-5-hydroxy-N-(3-methyl-5-(trifluoromethyl)phenyl)-3-(2-(trifluoromethyl)pyridin-4-yl)-7-oxabicyclo[2.2.1]heptane-2-carboxamide O[C@@H]1[C@H]2[C@@H]([C@H]([C@@H](C1)O2)C(=O)NC2=CC(=CC(=C2)C(F)(F)F)C)C2=CC(=NC=C2)C(F)(F)F |r|